2-acryloxyethylsulfonic acid C(C=C)(=O)OCCS(=O)(=O)O